2-[4-(4-chlorophenoxy)-2-trifluoromethylphenyl]-2-methylepoxyethane ClC1=CC=C(OC2=CC(=C(C=C2)C2(CO2)C)C(F)(F)F)C=C1